5-(5-(2-(3-aminopropoxy)-6-methoxyphenyl)-1H-pyrazol-3-ylamino)pyrazine-2-carbonitrile NCCCOC1=C(C(=CC=C1)OC)C1=CC(=NN1)NC=1N=CC(=NC1)C#N